COC1=CC=C(C(=O)N2CC(CC2)C(=O)N)C=C1 1-(4-methoxybenzoyl)pyrrolidine-3-carboxamide